C(C)(C)(C)N[SiH]=[SiH]NC(C)(C)C bis(tertiary butyl-amino)disilaneN